octahydrofuro[3',4':3,4]cyclobuta[1,2-f][2]benzofuran-1,3,5,7-tetrone C1(OC(C2C1C1C2CC2C(C(OC2=O)=O)C1)=O)=O